NCCNCCNCCC[Si](OC)(OC)OC 3-(2-(2-Aminoethyl)aminoethyl)aminopropyltrimethoxysilane